C(C)(C)(C)C1=CC=C(CN2C[C@@H](N(C[C@H]2C)C2=CC(N(C=3C=CC(=NC23)C#N)C)=O)C)C=C1 8-((2s,5r)-4-(4-(tert-butyl)benzyl)-2,5-dimethylpiperazin-1-yl)-5-methyl-6-oxo-5,6-dihydro-1,5-naphthyridine-2-carbonitrile